BrC1C=C2N=CC(=NC2=CC1Br)CCC 6,7-dibromo-2-propyl-6,7-dihydroquinoxaline